FC1=C(CN2C(C3=C(C(=C2)C(=O)N[C@@H]2[C@H](COCC2)O)OC=C3)=O)C=CC(=C1)C1=NN(C=C1)C 5-(2-fluoro-4-(1-methyl-1H-pyrazol-3-yl)benzyl)-N-((3R,4S)-3-hydroxytetrahydro-2H-pyran-4-yl)-4-oxo-4,5-dihydrofuro[3,2-c]pyridine-7-carboxamide